3-[4-(2-aminopyrimidin-4-yl)oxy-3-ethyl-phenyl]-5,5-dimethyl-imidazolidine-2,4-dione NC1=NC=CC(=N1)OC1=C(C=C(C=C1)N1C(NC(C1=O)(C)C)=O)CC